BrC1=C(C(=CC=C1)OC)CC1(CCN(CC1)C(=O)OC(C)(C)C)C#N tert-butyl 4-[(2-bromo-6-methoxy-phenyl)methyl]-4-cyano-piperidine-1-carboxylate